FC(C(=O)OCC)(\C=C(\SC#N)/C1=CC=C(C=C1)F)F (E)-ethyl 2,2-difluoro-4-(4-fluorophenyl)-4-thiocyanobut-3-enoate